(R)-2-((1-(3,7-dimethyl-4-oxo-2-(1,1,2,2-tetrafluoro-6-azaspiro[2.5]octan-6-yl)-4H-pyrido[1,2-a]pyrimidin-9-yl)ethyl)amino)benzoic acid CC1=C(N=C2N(C1=O)C=C(C=C2[C@@H](C)NC2=C(C(=O)O)C=CC=C2)C)N2CCC1(C(C1(F)F)(F)F)CC2